N1N=CC(=C1)C=1C2=C(N=CN1)N(C=C2)COCC[Si](C)(C)C 4-(1H-pyrazol-4-yl)-7-[2-(trimethylsilyl)ethoxy]methyl-7H-pyrrolo[2,3-d]-pyrimidine